(S)-tert-butyl 2-(acetoxy (cyano)methyl)pyrrolidine-1-carboxylate C(C)(=O)OC([C@H]1N(CCC1)C(=O)OC(C)(C)C)C#N